Diethyl (4-(6-amino-5-(3-(4-ethylphenyl)propanamido)-2,4-dioxo-3-(prop-2-yn-1-yl)-3,4-dihydropyrimidin-1-yl)butyl)phosphonate NC1=C(C(N(C(N1CCCCP(OCC)(OCC)=O)=O)CC#C)=O)NC(CCC1=CC=C(C=C1)CC)=O